(R)-5-methyl-2-(1-((1-methylpiperidin-3-yl)amino)pyrido[3,4-d]pyridazin-4-yl)phenol CC=1C=CC(=C(C1)O)C=1N=NC(=C2C1C=NC=C2)N[C@H]2CN(CCC2)C